3-[(2S)-1,4-bis(tert-butoxycarbonyl)piperazin-2-yl]propanoic acid C(C)(C)(C)OC(=O)N1[C@H](CN(CC1)C(=O)OC(C)(C)C)CCC(=O)O